(E)-6-fluoro-1,4-diazepane-1-carboxylic acid tert-butyl ester C(C)(C)(C)OC(=O)N1CCNCC(C1)F